2,3,4,6-tetra-chloroanisole ClC1=C(C(=CC(=C1Cl)Cl)Cl)OC